(3R)- and (3S)-3-Cyclopentyl-3-[5-(7H-pyrrolo[2,3-d]pyrimidin-4-yl)-1,3-oxazol-2-yl]-propanenitrile C1(CCCC1)[C@@H](CC#N)C=1OC(=CN1)C=1C2=C(N=CN1)NC=C2 |r|